(5-((4-amino-6-(2-hydroxyethoxy)-1H-pyrazolo[3,4-d]pyrimidin-1-yl)methyl)-2-methoxybenzyl)(methyl)phosphinate NC1=C2C(=NC(=N1)OCCO)N(N=C2)CC=2C=CC(=C(CP([O-])(=O)C)C2)OC